[7-(6-Amino-4-methoxy-pyridin-3-yl)-3-oxa-9-aza-bicyclo[3.3.1]non-9-yl]-(4-methoxy-5-phenoxy-pyridin-2-yl)-methanone NC1=CC(=C(C=N1)C1CC2COCC(C1)N2C(=O)C2=NC=C(C(=C2)OC)OC2=CC=CC=C2)OC